C(C=C)C1=C(C=CC=C1OC)[C@H](C#CCCCOC1OCCCC1)O[Si](C)(C)C(C)(C)C [(1S)-1-(2-allyl-3-methoxyphenyl)-6-tetrahydropyran-2-yloxy-hex-2-yn-1-oxy]tert-butyldimethylsilane